(1-methyl-1H-benzimidazol-5-yl)carboxylate CN1C=NC2=C1C=CC(=C2)C(=O)[O-]